C(C)OC(=O)C=1NC=2CCC3(C(NC4=NC=CC=C43)=O)CC2C1 Oxo-1,1',2',4,6,7-hexahydrospiro[indole-5,3'-pyrrolo[2,3-b]pyridine]-2-carboxylic acid ethyl ester